(S)-2-(diethylamino)-N-(4-((4-(trifluoromethyl)benzyl)oxy)benzyl)butanamide C(C)N([C@H](C(=O)NCC1=CC=C(C=C1)OCC1=CC=C(C=C1)C(F)(F)F)CC)CC